4-(1-hydroxycyclopropyl)benzoic acid methyl ester COC(C1=CC=C(C=C1)C1(CC1)O)=O